tert-butyl (2r,4r)-2-(((S)-1-((3,5-dichloro-2-hydroxybenzyl) amino)-1-oxopropan-2-yl) carbamoyl)-4-phenylpyrrolidine-1-carboxylate ClC=1C(=C(CNC([C@H](C)NC(=O)[C@@H]2N(C[C@H](C2)C2=CC=CC=C2)C(=O)OC(C)(C)C)=O)C=C(C1)Cl)O